C(C)(C)C1=CC=C(C=C1)C(C)=O 1-(4-Isopropylphenyl)ethan-1-one